The molecule is a hydrochloride resulting from the formal reaction of equimolar amounts of Ac-(D)Phe-Pro-boroArg-OH and hydrogen chloride. A thrombin (Factor IIa) inhibitor, thereby acting as an anticoagulant. It has a role as an EC 3.4.21.5 (thrombin) inhibitor and an anticoagulant. It contains an Ac-(D)Phe-Pro-boroArg-OH(1+). B([C@H](CCCN=C(N)N)NC(=O)[C@@H]1CCCN1C(=O)[C@@H](CC2=CC=CC=C2)NC(=O)C)(O)O.Cl